C(#N)C(NC(=O)[C@@H]1[C@H]2C([C@H]2CN1C([C@H](C(C)(C)C)NC(COCC)=O)=O)(C)C)C1=NN=CC2=CC=CC=C12 (1R,2S,5S)-N-[cyano(phthalazin-1-yl)methyl]-3-[(2S)-2-[(2-ethoxyacetyl)amino]-3,3-dimethyl-butanoyl]-6,6-dimethyl-3-azabicyclo[3.1.0]hexane-2-carboxamide